2-[(4-fluorophenyl)methoxy]-4-(4,4,5,5-tetramethyl-1,3,2-dioxaborolan-2-yl)aniline FC1=CC=C(C=C1)COC1=C(N)C=CC(=C1)B1OC(C(O1)(C)C)(C)C